1-(2-(4-(4-cyclopropyl-2-fluorophenyl)-1H-imidazol-2-yl)piperidin-1-yl)-2-(methyl-thio)propan-1-one C1(CC1)C1=CC(=C(C=C1)C=1N=C(NC1)C1N(CCCC1)C(C(C)SC)=O)F